5-bromo-3-((dimethylamino)methylene)-7-((1-fluorocyclopropyl)methoxy)isobenzofuran BrC=1C=C2C(OCC2=C(C1)OCC1(CC1)F)=CN(C)C